((2-t-butoxy)ethyl)mercaptoalcohol C(C)(C)(C)OCCSO